7-((1H-pyrazol-5-yl)methyl)-2-amino-9-((2R,3S,4S,5R)-4-fluoro-3-hydroxy-5-(hydroxymethyl)tetrahydrofuran-2-yl)-7,9-dihydro-8H-purin-8-on N1N=CC=C1CN1C(N(C2=NC(=NC=C12)N)[C@@H]1O[C@@H]([C@H]([C@H]1O)F)CO)=O